3-methyl-[1,2,4]triazolo[4,3-b]pyridazin-6-amine CC1=NN=C2N1N=C(C=C2)N